(4-aminopiperidin-1-yl)(4-(3-(4-chlorophenyl)imidazo[1,2-a]pyrazin-6-yl)phenyl)methanone 2,2,2-trifluoroacetate salt FC(C(=O)O)(F)F.NC1CCN(CC1)C(=O)C1=CC=C(C=C1)C=1N=CC=2N(C1)C(=CN2)C2=CC=C(C=C2)Cl